FC(COC1=C(C=C(C(=N1)OC)NS(=O)(=O)C1=CN=C2N1CCC2C)F)F N-[6-(2,2-difluoroethoxy)-5-fluoro-2-methoxy-3-pyridyl]-7-methyl-6,7-dihydro-5H-pyrrolo[1,2-a]imidazole-3-sulfonamide